ClC1=CC=C(C=C1)C(N1C[C@@H](N(C[C@H]1CC)C1=CC(N(C=2C=CC(=NC12)C#N)C)=O)C)C1=NC=C(C=C1)F 8-[(2s,5r)-4-[(4-chlorophenyl)(5-fluoropyridin-2-yl)methyl]-5-ethyl-2-methylpiperazin-1-yl]-5-methyl-6-oxo-5,6-dihydro-1,5-naphthyridine-2-carbonitrile